The molecule is a 20-oxo steroid that is the cyclic ketal resulting from the formal condensation of the hydroxy groups of algestone with acetophenone. It is a 3-oxo-Delta(4) steroid, a 20-oxo steroid and a cyclic ketal. It derives from an algestone. CC(=O)[C@@]12[C@@H](C[C@@H]3[C@@]1(CC[C@H]4[C@H]3CCC5=CC(=O)CC[C@]45C)C)OC(O2)(C)C6=CC=CC=C6